CN1N=NN=C1 1-methyltetrazol